C(C)(C)C1CC2C(CC1C=C2C)C2OCCO2 2-(8-isopropyl-6-methyl-bicyclo[2.2.2]oct-5-en-2-yl)-1,3-dioxolane